BrC=1C=NN2C1N=C(C=C2)C(F)F 3-bromo-5-(difluoromethyl)pyrazolo[1,5-a]pyrimidine